C(N)(=O)CCCCCCNC(OC(C)(C)C)=O tert-Butyl N-(6-carbamoylhexyl)carbamate